tert-Butyl (S)-4-(7-(4-cyanopyridin-2-yl)-5-(diethylamino)-7H-pyrrolo[2,3-d]pyrimidin-4-yl)-3-methylpiperazine-1-carboxylate C(#N)C1=CC(=NC=C1)N1C=C(C2=C1N=CN=C2N2[C@H](CN(CC2)C(=O)OC(C)(C)C)C)N(CC)CC